6-(3-isopropyl-5-(piperidin-4-yl)-1H-indol-2-yl)-7-methyl-[1,2,4]triazolo[1,5-b]pyridazine C(C)(C)C1=C(NC2=CC=C(C=C12)C1CCNCC1)C=1C(=CC=2N(N1)N=CN2)C